bromo(2-bromo-5-fluorobenzyl)triphenyl-λ5-phosphane BrP(C1=CC=CC=C1)(C1=CC=CC=C1)(C1=CC=CC=C1)CC1=C(C=CC(=C1)F)Br